C(#N)C1=CC(=C(C=C1)C1=CC(=NC(=C1)C1CC1)NC(C=1C(N(C=C(C1)CNCCOC)CC1CC1)=O)=O)C=1N=COC1C N-{4-[4-cyano-2-(5-methyl-1,3-oxazol-4-yl)phenyl]-6-cyclopropyl-2-pyridyl}-1-(cyclopropylmethyl)-5-[(2-methoxyethylamino)methyl]-2-oxo-1,2-dihydronicotinamide